FC1=C(C=CC=C1)NC(=O)N1CC2CNCC2C1 N-(2-fluorophenyl)hexahydropyrrolo[3,4-c]Pyrrole-2(1H)-carboxamide